CC1(OC(C2=C(O1)C=C(C=C2)[N+](=O)[O-])=O)C 2,2-dimethyl-7-nitro-4H-benzo[d][1,3]dioxin-4-one